4-(4-((trisisopropylsilyl)ethyl)benzyl)piperazine C(C)(C)[Si](C(C)C)(C(C)C)CCC1=CC=C(CN2CCNCC2)C=C1